2-(2-chloro-N-(2-((5-chloro-2-(4-chloro-1H-1,2,3-triazol-1-yl)phenyl)amino)-2-oxoethyl)acetamido)-3-(tetrahydro-2H-pyran-2-yl)propanoic acid tert-butyl ester C(C)(C)(C)OC(C(CC1OCCCC1)N(C(CCl)=O)CC(=O)NC1=C(C=CC(=C1)Cl)N1N=NC(=C1)Cl)=O